CN(C(=O)[C@@H]1CN(CC[C@H]1NC(=O)C=1OC(=NN1)C1=C(C=C(C=C1)F)F)C1CCCCC1)C (3R,4R)-1-cyclohexyl-4-{[5-(2,4-difluoro-phenyl)-[1,3,4]oxadiazole-2-carbonyl]-amino}-piperidine-3-carboxylic acid dimethylamide